tert-butyl (2S)-2-(cyanomethyl)-4-[2-[[(2S,4R)-4-methoxy-1-methyl-pyrrolidin-2-yl]methoxy]-5,6,7,8-tetrahydropyrido[3,4-d]pyrimidin-4-yl]piperazine-1-carboxylate C(#N)C[C@@H]1N(CCN(C1)C=1C2=C(N=C(N1)OC[C@H]1N(C[C@@H](C1)OC)C)CNCC2)C(=O)OC(C)(C)C